OCC(COS(=O)(=O)C1=CC=C(C=C1)C)(C)N1N=CC(=C1I)C.CCC(C#CCCCC)=O methyl-octynone 3-hydroxy-2-(5-iodo-4-methyl-1H-pyrazol-1-yl)-2-methylpropyl-4-methylbenzenesulfonate